(R)-3-ethyl-1-(6-(1-methyl-1H-pyrazol-4-yl)pyrrolo[1,2-b]pyridazin-4-yl)-2-oxopyrrolidine-3-carbonitrile C(C)[C@]1(C(N(CC1)C=1C=2N(N=CC1)C=C(C2)C=2C=NN(C2)C)=O)C#N